ClC1=C(C=CC=C1)CC(=O)NC=1C=C(C2=CN(N=C2C1)CCC(C)C)S(N)(=O)=O 2-(2-chlorophenyl)-N-(2-isopentyl-4-sulfamoyl-2H-indazol-6-yl)acetamide